(1S,2S)-epoxy-(20S)-tetrahydrofuryl-androstane-4,6-diene O1[C@@]2(C(CC1)O2)C[C@@]21CCC[C@H]2[C@@H]2C=CC3=CCCC[C@]3(C)[C@H]2CC1